BrC1=CC=C(C=C1)[C@H]1N([C@@H](CC1)CO[Si](C(C)C)(C(C)C)C(C)C)C(=O)OC(C)(C)C tert-Butyl (2S,5S)-2-(4-bromophenyl)-5-(((triisopropylsilyl)oxy)methyl)pyrrolidine-1-carboxylate